(3-(difluoromethoxy)-2-methyl-5-nitrophenyl)(morpholine) FC(OC=1C(=C(C=C(C1)[N+](=O)[O-])N1CCOCC1)C)F